N-(3-cyanopyrrolo[1,2-b]pyridazin-7-yl)-2-(4-((1-(5-(2,6-dioxopiperidin-3-yl)pyridin-2-yl)piperidin-4-yl)methyl)piperazin-1-yl)-5-isopropoxybenzo[d]thiazole-6-carboxamide C(#N)C1=CC=2N(N=C1)C(=CC2)NC(=O)C2=CC1=C(N=C(S1)N1CCN(CC1)CC1CCN(CC1)C1=NC=C(C=C1)C1C(NC(CC1)=O)=O)C=C2OC(C)C